(E)-2-methyl-N-(1H-pyrrolo[2,3-c]pyridin-5-yl)but-2-enamide tert-butyl-20-amino-3,6,9,12,15,18-hexaoxaicos-1-ylcarbamate C(C)(C)(C)OC(NCCOCCOCCOCCOCCOCCOCCN)=O.C/C(/C(=O)NC=1C=C2C(=CN1)NC=C2)=C\C